4-bromo-5-fluorobenzene-1,2-diamine BrC=1C=C(C(=CC1F)N)N